(3S)-3-methyl-5-(3-quinolyl)spiro[3H-1,4-benzoxazepine-2,1'-cyclopropane] C[C@@H]1N=C(C2=C(OC13CC3)C=CC=C2)C=2C=NC3=CC=CC=C3C2